methyl-4-[(1-methylcyclopropyl)amino]-N-(oxetan-4-yl)furo[2,3-d]pyrimidine-5-carboxamide CC=1N=C(C2=C(N1)OC=C2C(=O)NC2CCO2)NC2(CC2)C